ClC1=NN2C(C(=N1)NC=1N=CN(C1)C1=CC=NC=C1)=CC=C2 2-chloro-N-(1-(pyridin-4-yl)-1H-imidazol-4-yl)pyrrolo[2,1-f][1,2,4]triazin-4-amine